tert-butyl (S)-(1-(3-methyl-5-(4-(1-(2-(2-(prop-2-yn-1-yloxy)ethoxy)ethyl)piperidin-4-yl)phenyl)thiophene-2-carbonyl)pyrrolidin-3-yl)carbamate CC1=C(SC(=C1)C1=CC=C(C=C1)C1CCN(CC1)CCOCCOCC#C)C(=O)N1C[C@H](CC1)NC(OC(C)(C)C)=O